C(C)C=1C=C(C=CC1O)C1=CC=C(S1)CC1=C2N=C(C(=NC2=CC=C1)C(=O)N)C1=C(C=CC=C1)F ((5-(3-ethyl-4-hydroxyphenyl)thiophen-2-yl)methyl)-(2-fluorophenyl)quinoxaline-2-carboxamide